N-methyl-N-(2-(thiophen-3-ylethynyl)phenyl)acrylamide CN(C(C=C)=O)C1=C(C=CC=C1)C#CC1=CSC=C1